methyl (3S)-3-(3-cyclopropylphenyl)-3-(2-(4-((5-fluoro-1,4,5,6-tetrahydropyrimidin-2-yl)amino)-1H-indazole-6-carboxamido)acetamido)propanoate trifluoroacetate FC(C(=O)O)(F)F.C1(CC1)C=1C=C(C=CC1)[C@H](CC(=O)OC)NC(CNC(=O)C1=CC(=C2C=NNC2=C1)NC=1NCC(CN1)F)=O